ethyl {[1-(4-isopropylphenyl)-5-(4-methoxyphenyl)-1H-pyrazol-3-yl]oxy}acetate C(C)(C)C1=CC=C(C=C1)N1N=C(C=C1C1=CC=C(C=C1)OC)OCC(=O)OCC